[3-[6-amino-5-[4-(methoxy-methoxy)phenyl]-3-pyridyl]phenyl]methanol NC1=C(C=C(C=N1)C=1C=C(C=CC1)CO)C1=CC=C(C=C1)OCOC